CC1=CC=C(C=C1)S(=O)(=O)O (2R,3R,5S,6S)-4-methylbenzenesulfonic acid